BrC=1C=C(C=CC1)N(C(=O)C=1N=CC=2N(C1)C=CN2)C N-(3-bromophenyl)-N-methyl-imidazo[1,2-a]pyrazine-6-carboxamide